FC1(CC2(CC(C2)(C2=NN=CN2C)C=2C=C(C=CC2)N2CC3=C(C=C(C=C3C2=O)CN(C(OCCCC)=O)C2(CCC2)C)C(F)(F)F)C1)F butyl ((2-(3-(6,6-difluoro-2-(4-methyl-4H-1,2,4-triazol-3-yl)spiro[3.3]heptan-2-yl)phenyl)-3-oxo-7-(trifluoromethyl)isoindolin-5-yl)methyl)(1-methylcyclobutyl)carbamate